ClC1=C(C=C(CNC(N([C@H]2CN(CCC2)C=2N=NC(=CC2)C(F)(F)F)C)=O)C=C1)C (R)-3-(4-chloro-3-methylbenzyl)-1-methyl-1-(1-(6-(trifluoromethyl)pyridazin-3-yl)piperidin-3-yl)urea